methyl (1s,2s,5r)-3-((6-(4-fluorophenoxy) pyridin-3-yl) sulfonyl)-3,8-diazabicyclo[3.2.1]octane-2-carboxylate FC1=CC=C(OC2=CC=C(C=N2)S(=O)(=O)N2[C@@H]([C@@H]3CC[C@H](C2)N3)C(=O)OC)C=C1